4-(4-hydroxy-6-oxo-3,4,5,6-tetrahydro-1H-pyrano[4,3-b]thieno[3,2-d]pyridin-8-yl)-1H-pyrazole-1-carboxylic acid tert-butyl ester C(C)(C)(C)OC(=O)N1N=CC(=C1)C1=CC=2C3=C(NC(C2S1)=O)C(COC3)O